CN1C=C(C=2C1=NC=CC2)CN2CCC1(C(CN(C1)CCC1=CC=CC=C1)C(=O)OC)CC2 Methyl 8-((1-methyl-1H-pyrrolo[2,3-b]pyridin-3-yl)methyl)-2-phenethyl-2,8-diazaspiro[4.5]decane-4-carboxylate